4-chloro-8,8-difluoro-2-(methylsulfanyl)-5,6,7,8-tetrahydroquinazoline ClC1=NC(=NC=2C(CCCC12)(F)F)SC